2-Amino-4-(3-((3S,4S)-3-(dimethylamino)-4-fluoropyrrolidin-1-yl)-5-fluoro-7,9-dihydrofuro[3,4-f]quinazolin-6-yl)-7-fluorothieno[3,2-c]pyridine-3-carbonitrile NC1=C(C=2C(=NC=C(C2S1)F)C=1C2=C(C=3C=NC(=NC3C1F)N1C[C@@H]([C@H](C1)F)N(C)C)COC2)C#N